(5S,8S)-N-(2,3-dichloro-4-fluorobenzyl)-5-fluoro-8-hydroxy-5,6,7,8-tetrahydroquinoline-5-carboxamide ClC1=C(CNC(=O)[C@]2(C=3C=CC=NC3[C@H](CC2)O)F)C=CC(=C1Cl)F